tert-butyl 3-acetamido-5-(2-((3aR,5r,6aS)-2-(tert-butoxycarbonyl) octahydrocyclopenta[c]pyrrol-5-yl)ethyl)-1H-indole-1-carboxylate C(C)(=O)NC1=CN(C2=CC=C(C=C12)CCC1C[C@@H]2[C@@H](CN(C2)C(=O)OC(C)(C)C)C1)C(=O)OC(C)(C)C